CC1(N(CCC(C1)C1=CC2=C(N(C(O2)=O)C)C=C1)C(=O)O)C.C(C)(C)(C)C1C(N(CCC1C1=CC2=C(N(C(O2)=O)C)C=C1)C(=O)NCCCCC1=CC=CC=C1)(C)C tert-butyl-2,2-dimethyl-4-(3-methyl-2-oxo-1,3-benzoxazol-6-yl)-N-(4-phenylbutyl)piperidine-1-carboxamide 2,2-dimethyl-4-(3-methyl-2-oxo-1,3-benzoxazol-6-yl)piperidine-1-carboxylate